CC1(C[C@H](N2C(C=CCC12)=O)C(=O)OC)C methyl (3S)-1,1-dimethyl-5-oxo-1,2,3,5,8,8a-hexahydroindolizine-3-carboxylate